tetraethyl-ammonium (bicarbonate) C([O-])(O)=O.C(C)[N+](CC)(CC)CC